N1=C(C=CC=C1)CC1=CN=C(S1)N 5-(pyridin-2-ylmethyl)thiazol-2-amine